ClC(C(=O)O)C1=CC=CC=C1.N(C)C[C@H](O)[C@@H](O)[C@H](O)[C@H](O)CO meglumine chlorophenylacetate